O1CCC(CC1)NC1=NC2=CC=CC=C2C=C1 2-[(oxan-4-yl)amino]quinolin